ethylhexyl-triazinone oxide C(C)C1=C(C(NN=[N+]1[O-])=O)CCCCCC